2-iodo-5-methoxy-4-nitro-1-(benzenesulfonyl)-1H-indole IC=1N(C2=CC=C(C(=C2C1)[N+](=O)[O-])OC)S(=O)(=O)C1=CC=CC=C1